(2S)-2-[chlorocarbonyl-(methyl)amino]-4-methylpentanoic acid tert-butyl ester C(C)(C)(C)OC([C@H](CC(C)C)N(C)C(=O)Cl)=O